N-(5-(benzylamino)-7-fluoro-4-oxochroman-8-yl)acetamide C(C1=CC=CC=C1)NC1=C2C(CCOC2=C(C(=C1)F)NC(C)=O)=O